(Methacryloxymethyl)triethoxysilan C(C(=C)C)(=O)OC[Si](OCC)(OCC)OCC